C(C)OC(=O)C=1C=NC2=C(N=CC=C2C1Cl)C1=C(C(=CC=C1)Cl)Cl 4-chloro-8-(2,3-dichlorophenyl)-1,7-naphthyridine-3-carboxylic acid ethyl ester